O[C@@]1(C(N(CC1)C)=O)C1=CC(=CC=C1)C=1N=C(SC1)C1=CN(C2=NC=CN=C21)S(=O)(=O)C2=CC=C(C)C=C2 (R,S)-3-hydroxy-1-methyl-3-(3-(2-(5-tosyl-5H-pyrrolo[2,3-b]pyrazin-7-yl)thiazol-4-yl)phenyl)pyrrolidin-2-one